C(#N)C1=NC(=NC(=C1)C)N1CCN(CC1)S(=O)(=O)C1=CC=C(C=C1)NC(=O)C1=NC=NN1CC(=O)OCC1=CC=CC=C1 benzyl 2-(5-((4-((4-(4-cyano-6-methylpyrimidin-2-yl)piperazin-1-yl)sulfonyl) phenyl)carbamoyl)-1H-1,2,4-triazol-1-yl)acetate